benzyl (R)-2-(benzyloxy)-3,3,3-trifluoro-2-methylpropanoate C(C1=CC=CC=C1)O[C@](C(=O)OCC1=CC=CC=C1)(C(F)(F)F)C